3,7-dimethyl-5-methyleneoctanal CC(CC=O)CC(CC(C)C)=C